C1(=CC=CC=C1)CS(=O)(=O)OC1=C(O[C@@](C1=O)([2H])C1=CC=C(C=C1)OC)N (S)-2-amino-5-(4-methoxyphenyl)-4-oxo-4,5-dihydrofuran-3-yl-5-d phenylmethanesulfonate